FC(C=1C=NC(=NC1)N1CC2COCC(C1)N2)(F)F 7-[5-(trifluoromethyl)pyrimidin-2-yl]-3-oxa-7,9-diazabicyclo[3.3.1]nonane